2-(methylthio)-1,4,5,6-tetrahydropyrimidine CSC=1NCCCN1